C(C)OC1=C(C=CC(=N1)[C@@H](CS(=O)(=O)C)N1C(C2=C(C=CC(=C2C1=O)NC(C)=O)F)=O)OC (S)-N-(2-(1-(6-ethoxy-5-methoxypyridin-2-yl)-2-(methylsulfonyl)ethyl)-7-fluoro-1,3-dioxoisoindolin-4-yl)acetamide